C(N)(O[C@@]1([C@H](CCCC1)C1=CC(=NC=C1)C1=CN=C2N1N=C(C=C2)Cl)C(C)(C)C)=O ((1S,2R)-tert-butyl 2-(2-(6-chloroimidazo[1,2-b]pyridazin-3-yl) pyridin-4-yl) cyclohexyl) carbamate